NC1=C(C=C(C=C1)C1=CC(=C(C=C1)N)CC)CC 4,4'-diamino-3,3'-diethylbiphenyl